4-ethoxy-2-methoxy-1-vinylbenzene C(C)OC1=CC(=C(C=C1)C=C)OC